CC1=CC=C(C=C1)S(=O)(=O)O.CN(C1=CC=NC=C1)C 4-(dimethylamino)-pyridine p-toluenesulfonate